C1(=CC=CC=C1)C1=NN(C2=CC=CC=C12)CC1=CC=C(C=C1)C(F)(F)F 3-phenyl-1-(4-(trifluoromethyl)benzyl)-1H-indazole